1-((R)-2-fluoropropyl)azetidin-3-amine F[C@@H](CN1CC(C1)N)C